(S)-2-((4-(3-(7-cyano-1,2,4,5-tetrahydro-3H-benzo[d]azepin-3-yl)-1H-pyrazol-1-yl)piperidin-1-yl)methyl)-1-(oxetan-2-ylmethyl)-1H-benzo[d]imidazole-6-carboxylic acid C(#N)C1=CC2=C(CCN(CC2)C2=NN(C=C2)C2CCN(CC2)CC2=NC3=C(N2C[C@H]2OCC2)C=C(C=C3)C(=O)O)C=C1